COC1=CC=C(COCCC(=CC=O)C)C=C1 5-(4-methoxybenzyloxy)-3-methyl-2-pentenal